N[C@H]1[C@@H](OCCC1)C1=C(C2=NC(=CC(=C2S1)NCC=1SC=CC1)Cl)C 2-((2r,3r)-3-aminotetrahydro-2H-pyran-2-yl)-5-chloro-3-methyl-N-(thiophen-2-ylmethyl)thieno[3,2-b]pyridin-7-amine